ClC1=CNC2=C(C=CC(=C12)Cl)NS(=O)(=O)C1=CC=C(C=C1)S(=O)(=O)N1C(CN(CC1)C(=O)OC(C)(C)C)C tert-butyl 4-((4-(N-(3,4-dichloro-1H-indol-7-yl)sulfamoyl)phenyl)sulfonyl)-3-methylpiperazine-1-carboxylate